6H-2,3,5,6-tetraazabenzo[cd]azulene C1=NC2=C3C(NC=CC=C13)=NC=N2